C(C)OC(C1=C(C(=C(C(=C1F)F)F)F)F)OCC 1-(diethoxymethyl)-2,3,4,5,6-pentafluorobenzene